C1(=CC=CC=C1)P(C1=CC=CC=C1)C1=CC=CC=C1.COC(C1=CC=CC=C1)Br methoxybenzyl bromide triphenylphosphine salt